R-pyrazolate N1N=C(C=C1)C(=O)[O-]